(R)-7-amino-6-(3-methoxy-2,6-dimethylphenyl)-4-((1-methylpyrrolidin-3-yl)amino)-5-oxo-5,6-dihydro-1,6-naphthyridine-8-carboxamide NC=1N(C(C=2C(=CC=NC2C1C(=O)N)N[C@H]1CN(CC1)C)=O)C1=C(C(=CC=C1C)OC)C